C(#N)C=1C(=NC(=C(C1CC)C#N)N1CCN(CCC1)CCO)SC(C(=O)N)C1=CC=CC=C1 2-((3,5-dicyano-4-ethyl-6-(4-(2-hydroxyethyl)-1,4-diazepan-1-yl)pyridin-2-yl)sulfanyl)-2-phenylacetamide